C(C=C)(=O)OCCC[Si](O[Si](CC)(CC)CC)(O[Si](C)(C)C)O[Si](C)(C)C 3-[di(trimethylsilyloxy)(triethylsilyloxy)silyl]propyl acrylate